C1N(C[C@H]2CNCC[C@@H]21)C(=O)OC(C)(C)C 2-Methyl-2-propanyl (3aR,7aS)-octahydro-2H-pyrrolo[3,4-c]pyridine-2-carboxylate